(difluoromethyl)-4-hydroxybenzoic acid FC(F)C1=C(C(=O)O)C=CC(=C1)O